2-((2s,3s,4r)-2-(aminomethyl)-5-chloro-6-fluoro-3-methyl-2-phenyl-2,3-dihydrobenzofuran-4-yl)-3-fluoro-4-((S)-2-hydroxypropoxy)benzamide NC[C@@]1(OC2=C([C@@H]1C)C(=C(C(=C2)F)Cl)C2=C(C(=O)N)C=CC(=C2F)OC[C@H](C)O)C2=CC=CC=C2